(R or S)-2-(2-(3-(ethoxy-methyl)-1-(2-(6-methylpyridin-3-yl)propan-2-yl)pyrrolidin-3-yl)ethyl)thieno[3,2-b]pyridine citrate C(CC(O)(C(=O)O)CC(=O)O)(=O)O.C(C)OC[C@]1(CN(CC1)C(C)(C)C=1C=NC(=CC1)C)CCC1=CC2=NC=CC=C2S1 |o1:17|